[Na].N=1NC(N2C1C=CC=C2)=O 1,2,4-triazolo[4,3-a]pyridin-3(2H)-one sodium salt